ClC1=CC2=C(C(=NO2)C(=O)N2[C@@H]([C@@H]3[C@H](C2)CCC3)C(=O)N[C@@H](C[C@H]3C(NCC3)=O)C(COC(F)(F)F)=O)C=C1 (1S,3aR,6aS)-2-(6-chlorobenzo[d]isoxazole-3-carbonyl)-N-((S)-3-oxo-1-((S)-2-oxopyrrolidin-3-yl)-4-(trifluoromethoxy)butan-2-yl)octahydrocyclopenta[c]pyrrole-1-carboxamide